N-(4-(4-amino-7-(2-cyano-1-methyl-1H-imidazol-4-yl)-3-(3-fluoro-4-((4-methylpyrimidin-2-yl)oxy)phenyl)thieno[3,2-c]pyridin-2-yl)-3-methylphenyl)methacrylamide NC1=NC=C(C2=C1C(=C(S2)C2=C(C=C(C=C2)NC(C(=C)C)=O)C)C2=CC(=C(C=C2)OC2=NC=CC(=N2)C)F)C=2N=C(N(C2)C)C#N